C(C)C(COC([C@@H](N)CC(=O)OCC(CC)CC)=O)CC L-aspartic acid-1,4-bis(2-ethylbutyl) ester